C1(=CC=CC=C1)NC1=CC=C(C=C1)C1=CC=CC2=C1OC1=C2C=CC=C1C1=CC=CC=C1 phenyl-{4-(6-phenyl-dibenzofuran-4-yl)phenyl}-amine